NC1=C(C(=O)NC2=C(C(=CC=C2)Br)C)C=CC=C1F 2-amino-N-(3-bromo-2-methylphenyl)-3-fluorobenzamide